C=C1C(O[C@@H]([C@@H]([C@@H]1O)O)CO)NC(C(Cl)(Cl)Cl)=O methylene-2-deoxy-D-galactopyranosyltrichloroacetamide